hexamethylnicotine salicylate C(C=1C(O)=CC=CC1)(=O)O.CCN1C(C=2C(=C(C(=NC2C)C)C)C)(CCC1)C